C(C=1C(C(=O)OCCOC)=CC=CC1)(=O)OCCOC di(methoxyethyl) phthalate